FC=1C=CC(=NC1)C(CC)O 1-(5-fluoropyridin-2-yl)propan-1-ol